(4-(2-(4-aminophenyl)thiazol-5-yl)-3-(N-(tert-butyl)sulfamoyl)phenyl)carbamic acid ethyl ester C(C)OC(NC1=CC(=C(C=C1)C1=CN=C(S1)C1=CC=C(C=C1)N)S(NC(C)(C)C)(=O)=O)=O